Dimethoxyethanol COC(C)(O)OC